FC1=C(C=C(C=C1)C#C[Si](C)(C)C)C1NCC12CCOCC2 (2-fluoro-5-((trimethylsilyl)ethynyl)phenyl)-7-oxa-2-azaspiro[3.5]nonane